1-fluoro-5-((6-(5-(hydroxymethyl)-1-methyl-1H-1,2,3-triazol-4-yl)-2-methylpyridine-3-yl)oxy)octahydropentalene-1-carboxylic acid FC1(CCC2CC(CC12)OC=1C(=NC(=CC1)C=1N=NN(C1CO)C)C)C(=O)O